O=C([C@@H](C)NC(C)=O)N1CC2=CC(=CC=C2CC1)C1=CC=C(C=C1)C(F)(F)F (R)-N-(1-oxo-1-(7-(4-(trifluoromethyl)phenyl)-3,4-dihydroisoquinolin-2(1H)-yl)propan-2-yl)acetamide